FC(C(=O)O)(F)F.ClC=1C=C2C(=CN=C(C2=CN1)N1CCC12CNC2)C(C)C 6-chloro-4-isopropyl-1-(1,6-diazaspiro[3.3]heptan-1-yl)-2,7-naphthyridine trifluoroacetate